2,2,2-trifluoro-N-((1R,4R)-4-(((5-fluoro-2-((1-isopropyl-3-methoxy-1H-pyrazol-4-yl)amino)pyrimidin-4-yl)oxy)methyl)cyclohexyl)acetamide Gadolinium Triflat [O-]S(=O)(=O)C(F)(F)F.[Gd+3].FC(C(=O)NC1CCC(CC1)COC1=NC(=NC=C1F)NC=1C(=NN(C1)C(C)C)OC)(F)F.[O-]S(=O)(=O)C(F)(F)F.[O-]S(=O)(=O)C(F)(F)F